O[C@@H]1[C@H](CCCC1)NC(=O)C=1C=C(C=2N(N1)C=CC2)CC2=CC=C(C=C2)C=2C=NN(C2)C N-[(1s,2s)-2-hydroxy-cyclohexyl]4-[4-(1-methyl-1H-pyrazol-4-yl)-benzyl]-pyrrolo[1,2-b]pyridazine-2-carboxamide